C(C=C)(=O)NC=1C(=C(C=CC1)C1=C2C(=C(NC2=C(C=C1)C(=O)N)C)C)C 4-(3-acrylamido-2-methylphenyl)-2,3-dimethyl-1H-indole-7-carboxamide